((1S,5R)-3-(2-((1-methyl-1H-pyrazol-4-yl)amino)pyrimidin-4-yl)-8-azabicyclo[3.2.1]oct-2-en-8-yl)methanone CN1N=CC(=C1)NC1=NC=CC(=N1)C1=C[C@@H]2CC[C@H](C1)N2C=O